4-(2-methoxyphenyl)-6-methyl-N-(5-(1-methyl-2-oxo-1,2-dihydropyridine-4-carbonyl)-5,6-dihydro-4H-pyrrolo[3,4-d]thiazol-2-yl)nicotinamide COC1=C(C=CC=C1)C1=CC(=NC=C1C(=O)NC=1SC2=C(N1)CN(C2)C(=O)C2=CC(N(C=C2)C)=O)C